FC1(CCN(CC1)C1=NC=2C(=CC(=CC2C=2N1C=C(N2)C(C(F)(F)F)(F)F)C)C(C)NC2=C(C(=O)O)C=CC=C2)F 2-((1-(5-(4,4-difluoropiperidin-1-yl)-9-methyl-2-(perfluoroethyl)imidazo[1,2-c]quinazolin-7-yl)ethyl)amino)benzoic acid